C1C(CC12CCC2)CN Spiro[3.3]heptane-2-ylmethylamine